trans-Farnesyl phosphate P(=O)(OCC=C(C)CCC=C(C)CCC=C(C)C)([O-])[O-]